Cuprous chromate [Cr](=O)(=O)([O-])[O-].[Cu+].[Cu+]